5-hydroxy-1-(4-methoxybenzyl)-N-methyl-2-oxo-2,3-dihydro-1H-benzo[b]azepine-4-carboxamide OC=1C2=C(N(C(CC1C(=O)NC)=O)CC1=CC=C(C=C1)OC)C=CC=C2